(2S,4r)-N-[(6-bromo-1,3-benzoxazol-2-yl)methyl]-1-[(2S)-2-(4-cyclopropyltriazol-1-yl)-3,3-dimethyl-butyryl]-4-hydroxy-pyrrolidine-2-carboxamide BrC1=CC2=C(N=C(O2)CNC(=O)[C@H]2N(C[C@@H](C2)O)C([C@H](C(C)(C)C)N2N=NC(=C2)C2CC2)=O)C=C1